C(C)OC(CCCCCC\C=C/C=C)OCC (3Z)-11,11-diethoxy-1,3-undecadiene